[4-[4-[3-cyano-4-(2-cyano-4-fluorophenyl)sulfanyl-pyrazolo[1,5-a]pyridin-6-yl]-5-methyl-pyrazol-1-yl]cyclohexyl] 2-(tert-butoxycarbonylamino)acetate C(C)(C)(C)OC(=O)NCC(=O)OC1CCC(CC1)N1N=CC(=C1C)C=1C=C(C=2N(C1)N=CC2C#N)SC2=C(C=C(C=C2)F)C#N